2-chloro-4-nitrobenzene oxide ClC12C(C=CC(=C1)[N+](=O)[O-])O2